ClC=1C=CC(=C(C(=O)O)C1)N[C@H](C)C=1C=C(C=C2C(C(=C(OC12)C=1C=C2C=C(NC2=CC1)C)C)=O)C 5-chloro-2-[[(1R)-1-[3,6-dimethyl-2-(2-methylindol-5-yl)-4-oxo-chromen-8-yl]ethyl]amino]benzoic acid